N1N=NC=C1.NC(CC)C(CCC)P(CCCC)CCCC 1-aminopropyl-tributyl-phosphine triazole salt